C(C)S(=O)(=O)[O-].[Na+].CN1C2=CC=CC=C2C=2CCCCC12 N-Methyl-tetrahydrocarbazole sodium ethanesulphonate